triethylenetetramine oleate C(CCCCCCC\C=C/CCCCCCCC)(=O)O.NCCNCCNCCN